ClC1=NN=C(C=2CCCCC12)NC1CNCCC1 4-chloro-N-(piperidin-3-yl)-5,6,7,8-tetrahydrophthalazin-1-amine